2-((cis)-3-aminocyclobutyl)-4-chlorobenzonitrile (2,2,2-trifluoroacetate) FC(C(=O)O)(F)F.N[C@H]1C[C@H](C1)C1=C(C#N)C=CC(=C1)Cl